Cl.N[C@H](CCN(CCO)C)CSC1=CC=CC=C1 (R)-2-((3-amino-4-(phenylthio)butyl)(methyl)amino)ethan-1-ol hydrochloride